tert-butyl (E)-1-(((R)-tert-butylsulfinyl) imino)-2-(hydroxymethyl)-8-azaspiro[4.5]decane-8-carboxylate C(C)(C)(C)[S@@](=O)\N=C\1/C(CCC12CCN(CC2)C(=O)OC(C)(C)C)CO